Tert-butyl (1S,4S)-4-formyl-2-oxa-5-azabicyclo[2.2.1]heptane-5-carboxylate C(=O)[C@]12CO[C@H](CN1C(=O)OC(C)(C)C)C2